BrC=1C=2N(C3=CC(=NC=C3C1)Cl)C=C(N2)C(=O)O 4-bromo-8-chloroimidazo[1,2-a][1,6]naphthyridine-2-carboxylic acid